4-(4-(2-chloro-3-cyanopyridin-4-yl)-1,4-diazacycloheptan-1-yl)-N-(3-hydroxypropyl)-N-methylbenzamide ClC1=NC=CC(=C1C#N)N1CCN(CCC1)C1=CC=C(C(=O)N(C)CCCO)C=C1